(3S,6S,10aR)-9-(methoxymethyl)-6-((S)-2-(methylamino)propanamido)-5-oxo-N-((R)-1,2,3,4-tetrahydronaphthalen-1-yl)decahydropyrrolo[1,2-a]azocine-3-carboxamide COCC1C[C@@H]2N(C([C@H](CC1)NC([C@H](C)NC)=O)=O)[C@@H](CC2)C(=O)N[C@@H]2CCCC1=CC=CC=C21